C1(CCC1)C=1N(C(=NN1)NS(=O)(=O)[C@@H](C)[C@H](C)C1=NC=C(N=C1)C)C1=C(C=CC=C1OC)OC (2S,3R)-N-(5-cyclobutyl-4-(2,6-dimethoxyphenyl)-4H-1,2,4-triazol-3-yl)-3-(5-methyl-2-pyrazinyl)-2-butanesulfonamide